C(C1=CC=CC=C1)OC(=O)N1CCC(CC1)C#N 4-cyano-piperidine-1-carboxylic acid benzyl ester